(R)-2-benzenesulfonyl-1-phenylethanol C1(=CC=CC=C1)S(=O)(=O)C[C@H](O)C1=CC=CC=C1